NC=1C2=C(N=CN1)N(C=C2C2=NN(C=C2)CC2=CC=CC=C2)[C@H]2[C@@H]([C@@H]([C@H](C2)C2CCNCC2)O)O (1R,2S,3R,5R)-3-(4-amino-5-(1-benzyl-1H-pyrazol-3-yl)-7H-pyrrolo[2,3-d]pyrimidin-7-yl)-5-(piperidin-4-yl)cyclopentane-1,2-diol